8-(2-aminoethylamino)-1-naphthalenesulfonic acid NCCNC=1C=CC=C2C=CC=C(C12)S(=O)(=O)O